1-(2,2-dibromo-1-chlorovinyl)-4-tert-butylbenzene BrC(=C(Cl)C1=CC=C(C=C1)C(C)(C)C)Br